N-(2-chloro-8-(1-methoxyethyl)imidazo[1,2-b]pyridazin-7-yl)-N'-(3,4-dicyanophenyl)urea ClC=1N=C2N(N=CC(=C2C(C)OC)NC(=O)NC2=CC(=C(C=C2)C#N)C#N)C1